C(#N)C=1C(=CC(=NC1)NC(=O)N1CCCC2=CC(=C(N=C12)C=O)CN(C(=O)[C@@H]1COCC1)C)N[C@H]1COCC1 N-(5-Cyano-4-(((R)-tetrahydrofuran-3-yl)amino)pyridin-2-yl)-7-formyl-6-(((S)-N-methyltetrahydrofuran-3-carboxamido)methyl)-3,4-dihydro-1,8-naphthyridin-1(2H)-carboxamide